3-(methylsulfonylamino)cyclohexanecarboxamide CS(=O)(=O)NC1CC(CCC1)C(=O)N